[Cl-].C(C(=C)C)(=O)OCC[N+](CC1=CC=CC=C1)(C)C methacryloxyethyl-dimethylbenzylammonium chloride